zinc dimelamine diphosphate [O-]P([O-])(=O)OP(=O)([O-])[O-].N1=C(N)N=C(N)N=C1N.N1=C(N)N=C(N)N=C1N.[Zn+2].[Zn+2]